ClC=1C=CC(=NC1)C(=O)NN 5-chloropyridineformylhydrazine